S(=O)(=O)(O)C(C(=O)O)CC(=O)O.FC1=CC=C(C=C1)C#CC=1C=C(C(=O)NCC2=CC=3N(C=C2)C=CN3)C=CC1S(=O)(=O)CC1=NN(C=C1)C1=CC=C(C=C1)[N+](=O)[O-] 3-((4-fluorophenyl)ethynyl)-N-(imidazo[1,2-a]pyridin-7-ylmethyl)-4-(((1-(4-nitrophenyl)-1H-pyrazol-3-yl)methyl)sulfonyl)benzamide Sulfosuccinate